2-amino-6-borono-2-(2-(3-nitrophenoxy)ethyl)hexanoic acid NC(C(=O)O)(CCCCB(O)O)CCOC1=CC(=CC=C1)[N+](=O)[O-]